ClC1=C(C(=CC=C1Cl)F)[C@@]1(CN(CC1)C(=O)OC(C)(C)C)NC=1C=CC2=C(N(N=C2C1)C1CCOCC1)C tert-butyl (3S)-3-(2,3-dichloro-6-fluorophenyl)-3-{[3-methyl-2-(oxan-4-yl)indazol-6-yl]amino}pyrrolidine-1-carboxylate